C(C=C)(=O)OCCC(C)C.C(C=C)(=O)OCCC(C)C.C(C=C)(=O)OCCC(C)C.C(C=C)(=O)OCCC(C)C tetra-iso-amyl tetraacrylate